3-cyano-5-(thiophen-3-yl)pyridine C(#N)C=1C=NC=C(C1)C1=CSC=C1